COC1=CC=C2NCCN(C2=C1)C(C=CC=1SC=CC1)=O 1-(7-methoxy-1,2,3,4-tetrahydroquinoxalin-1-yl)-3-(thiophen-2-yl)prop-2-en-1-one